2-(3-phenyl-1H-1,2,4-triazol-5-yl)pyridine C1(=CC=CC=C1)C1=NNC(=N1)C1=NC=CC=C1